Disodium S-Phytyl-Diglycoloylcysteine C(\C=C(/C)\CCC[C@H](C)CCC[C@H](C)CCCC(C)C)SC[C@H](NC(COCC(=O)O)=O)C(=O)O.[Na].[Na]